4-chloro-2-(3-fluoro-5-(trifluoromethyl)benzyl)pyridine ClC1=CC(=NC=C1)CC1=CC(=CC(=C1)C(F)(F)F)F